Methyl 9-(4-aminophenyl)-7-methyl-6,7-dihydro-5H-benzo[7]annulene-3-carboxylate NC1=CC=C(C=C1)C1=CC(CCC2=C1C=CC(=C2)C(=O)OC)C